trans-1-(4-cyano-5-methyl-pyrimidin-2-yl)-3-fluoro-piperidine-4-carboxylic acid methyl ester COC(=O)[C@H]1[C@@H](CN(CC1)C1=NC=C(C(=N1)C#N)C)F